4-bromo-2-(4-(trifluoromethyl)phenoxy)thiazole BrC=1N=C(SC1)OC1=CC=C(C=C1)C(F)(F)F